BrC1=C2C(=C3C=CC(=NC3=C1Cl)OC[C@@H](C)O)COC2 (2R)-1-[(4-Bromo-5-chloro-1,3-dihydrofuro[3,4-f]quinolin-7-yl)oxy]propan-2-ol